Cl.Cl.[C@H]1(CCCC12CCNCC2)N (1R)-8-azaspiro[4.5]decan-1-amine dihydrochloride